(4-cyano-2-methoxyphenyl)-2,8-dimethyl-5-(oxetan-3-ylmethoxy)-1,4-dihydro-1,6-naphthyridine-3-carboxamide C(#N)C1=CC(=C(C=C1)N1C(=C(CC2=C(N=CC(=C12)C)OCC1COC1)C(=O)N)C)OC